CN(C1CCN(CC1)C1=CC(=C(C=C1NC(C)C)NC=1N=C(C2=C(N1)C=CS2)NC2=C(C=CC=C2)N(S(=O)(=O)C)OC)OC)C N-(2-((2-((4-(4-(dimethylamino)piperidin-1-yl)-5-(isopropylamino)-2-methoxyphenyl)amino)thieno[3,2-d]pyrimidin-4-yl)amino)phenyl)-N-methoxymethanesulfonamide